Diethyl-dithiocarbamic acid (2R,3S,4R,5R,6S)-6-[4-chloro-3-(4-ethoxy-benzyl)-phenyl]-3,4,5-trihydroxy-tetrahydro-pyran-2-yl ester ClC1=C(C=C(C=C1)[C@H]1[C@@H]([C@H]([C@@H]([C@H](O1)SC(N(CC)CC)=S)O)O)O)CC1=CC=C(C=C1)OCC